O1CCC(C2=CC=CC=C12)CC(=O)OCC Ethyl 2-(chroman-4-yl)acetate